trans-3-(methylsulfonyl)cyclohexylmethyl isothiocyanate CS(=O)(=O)[C@@H]1C[C@H](CCC1)CN=C=S